CC1=CC=C(C=C1)NC N-methyl-p-toluidine